CN(C/C=C/C(=O)N1CC2(C1)CN(CC2)C2=NC=1[C@@H]3[C@H](CCC1C(=C2)C2=CC(=CC1=CC=CC=C21)O)C3)C (6aR,7aS)-2-(2-((2E)-4-(dimethylamino)-2-butenoyl)-2,6-diazaspiro[3.4]octan-6-yl)-4-(3-hydroxy-1-naphthalenyl)-6,6a,7,7a-tetrahydro-5H-cyclopropa[h]quinoline